N-((S)-2-((2-(1,4-dimethyl-1H-pyrazol-5-yl)pyrimidin-5-yl)amino)-1-((1r,4S)-4-methylcyclohexyl)-2-oxoethyl)-1-methyl-1H-pyrazole-5-carboxamide CN1N=CC(=C1C1=NC=C(C=N1)NC([C@H](C1CCC(CC1)C)NC(=O)C1=CC=NN1C)=O)C